C[C@@H]1COC[C@H](N1CC(=O)NC=1C=C(C(=NC1)F)NC(=O)C=1C=C2C(=NC1)NC(=C2)C=2C=NN(C2)C)C N-(5-(2-((3R,5R)-3,5-dimethylmorpholino)acetamido)-2-fluoropyridin-3-yl)-2-(1-methyl-1H-pyrazol-4-yl)-1H-pyrrolo[2,3-b]pyridine-5-carboxamide